C(C1=CC=CC=C1)N1C[C@H]([C@](CC1)(C#N)C=1C(=NC(=CC1)C1=C(C=CC=C1)OCC)C(=O)O)CC |r| rac-3-((3S,4S)-1-benzyl-4-cyano-3-ethylpiperidin-4-yl)-6-(2-ethoxyphenyl)picolinic acid